3,4-dihydroxythiophene OC1=CSC=C1O